(2-Chloro-4-fluoro-phenyl)-[4-(2-methoxyphenyl)piperazin-1-yl]methanone ClC1=C(C=CC(=C1)F)C(=O)N1CCN(CC1)C1=C(C=CC=C1)OC